C(C)(C)(C)OC(=O)N1[C@H]2CN(C[C@@H]1CC2)C2=NC(=NC1=C(C(=C(C=C21)F)C2=C(C(=CC(=C2I)Cl)N(CC2=CC=C(C=C2)OC)CC2=CC=C(C=C2)OC)F)F)F (1R,5S)-3-(7-(3-(bis(4-methoxybenzyl)amino)-5-chloro-2-fluoro-6-iodophenyl)-2,6,8-trifluoroquinazolin-4-yl)-3,8-diazabicyclo[3.2.1]Octane-8-carboxylic acid tert-butyl ester